6-(2-methyl-4-nitrophenoxy)imidazo[1,2-a]pyridine CC1=C(OC=2C=CC=3N(C2)C=CN3)C=CC(=C1)[N+](=O)[O-]